BrC(C#N)=C α-bromoacrylonitrile